5-[4-(Cyclopropylcarbonyl)-1-piperazinyl]-N-(2-furanylmethyl)-1,4-dihydro-1-methyl-2,4-dioxopyrido[2,3-d]pyrimidine-3(2H)-acetamide C1(CC1)C(=O)N1CCN(CC1)C1=CC=NC=2N(C(N(C(C21)=O)CC(=O)NCC=2OC=CC2)=O)C